N1C=CC2=C(C=CC=C12)CN1C(C(=CC(=C1)C(=O)NC1CC2(C1)CC(C2)N)C(=O)NC)=O 1-((1H-indol-4-yl)methyl)-N5-(6-aminospiro[3.3]heptane-2-yl)-N3-methyl-2-oxo-1,2-dihydropyridine-3,5-dicarboxamide